COC=1C=C2CCN3C(C2=CC1OC)=CC(=NC3=O)N(N3C(NCCCC3)=O)C3=C(C=C(C=C3C)C)C 3-({9,10-dimethoxy-4-oxo-6H,7H-pyrimido[4,3-a]isoquinolin-2-yl}(2,4,6-trimethylphenyl)amino)butanourea